Cl.N=1C=NN2C1C(=CC=C2)\C=C/C[C@H]2C[C@@H]1N(CCNC1)C2=O (7S,8aS)-7-((Z)-3-([1,2,4]triazolo[1,5-a]pyridin-8-yl)allyl)hexahydropyrrolo[1,2-a]pyrazin-6(2H)-one HCl salt